CC1=NC=CC(=C1C)C=1NC2=CC=C(C=C2C1C(C)C)C1CCN(CC1)C 2-(2,3-dimethylpyridin-4-yl)-3-isopropyl-5-(1-methylpiperidin-4-yl)-1H-indole